2-((4-(2-(4-chlorophenoxy)acetyl)piperazin-1-yl)methyl)-3-(2-isopropoxy-5-(2-(4-(pyrimidin-2-yl)piperazin-1-yl)acetyl)phenyl)quinazolin-4(3H)-one ClC1=CC=C(OCC(=O)N2CCN(CC2)CC2=NC3=CC=CC=C3C(N2C2=C(C=CC(=C2)C(CN2CCN(CC2)C2=NC=CC=N2)=O)OC(C)C)=O)C=C1